CN1C2=CC=C3C(=C2C2C4CCC(C2C1C=1C=C2C(=NNC2=CC1)N)C4)C=NN3 5-(6-Methyl-6,7,7a,8,9,10,11,11a-octahydro-3H-8,11-methanopyrazolo[4,3-a]phenanthridin-7-yl)-1H-indazol-3-amine